C(C)(C)(C)OC(NCCCCCN)=O N-(5-aminoamyl)carbamic acid tert-butyl ester